(1e,4e)-1,5-diphenyl-3-penta-1,4-dienone C1(=CC=CC=C1)\C=C\C(\C=C\C1=CC=CC=C1)=O